(2-(1H-indol-3-yl)imidazol-5-yl)(3,4,5-trimethoxyphenyl)methanone N1C=C(C2=CC=CC=C12)C=1NC(=CN1)C(=O)C1=CC(=C(C(=C1)OC)OC)OC